tert-butyl (Z)-(2-((4-(N-(3-bromo-4-fluorophenyl)-N'-hydroxycarbamimidoyl)-1,2,5-oxadiazol-3-yl)thio)ethyl)carbamate BrC=1C=C(C=CC1F)N\C(=N/O)\C=1C(=NON1)SCCNC(OC(C)(C)C)=O